1,3,5,2,4,6-trioxatriphosphinane 2,4,6-trioxide O1P(OP(OP1=O)=O)=O